CC1([C@H](C1)C(=O)C1NCC12CNCC2C(=O)N)C ((S)-2,2-dimethylcyclopropane-1-carbonyl)-2,6-diazaspiro[3.4]octane-8-carboxamide